CC1(OB(OC1(C)C)CCCCC1(NCCCC1)C(=O)O)C 2-(4-(4,4,5,5-tetramethyl-1,3,2-dioxaborolan-2-yl)butyl)piperidine-2-carboxylic acid